tert-Butyl (1S,2S,5R)-2-((S)-1-((7-chloro-8-fluoro-2-(methylthio)-4-oxo-3,4-dihydropyrido[4,3-d]pyrimidin-5-yl) oxy) ethyl)-3,8-diazabicyclo[3.2.1]octane-8-carboxylate ClC1=C(C=2N=C(NC(C2C(=N1)O[C@@H](C)[C@@H]1[C@@H]2CC[C@H](CN1)N2C(=O)OC(C)(C)C)=O)SC)F